ClC1=CC=NC2=CC=C(C=C12)C1=C(C=C(C=C1)CN1CCCC1)F 4-chloro-6-(2-fluoro-4-(pyrrolidin-1-ylmethyl)phenyl)quinoline